C(C1=CC=CC=C1)N1N=C(N=C1)C(=O)N[C@@H]1C(N(C=2N(CC1)N=C(C2)[C@@H]2C(C2)(F)F)C)=O 1-Benzyl-N-((S)-2-((R)-2,2-difluorocyclopropyl)-4-methyl-5-oxo-5,6,7,8-tetrahydro-4H-pyrazolo[1,5-a][1,3]diazepin-6-yl)-1H-1,2,4-triazol-3-carboxamid